P(OC(C1=C(C=C(C=C1C)C)C)=O)OC(C1=C(C=C(C=C1C)C)C)=O bis(2,4,6-trimethylbenzoyl) phosphonite